CC=1C(=CC=NC1)N1C(C=CC=C1C)=O 5',6-dimethyl-2-oxo-2H-[1,4'-bipyridine]